C(C=C)(=O)O.C(C=C)(=O)O.C(C)C1(COC(OC1)C(CO)(C)C)CO 5-ethyl-5-(hydroxymethyl)-β,β-dimethyl-1,3-dioxane-2-ethanol diacrylate